COCC1C[C@H](N(C1)C(=O)OC(C)(C)C)C(=O)OC 1-(tert-butyl) 2-methyl (2S)-4-(methoxymethyl)pyrrolidine-1,2-dicarboxylate